(3-(pyrrolidin-1-yl)-1H-pyrazolo[4,3-c]pyridin-6-yl)acetamide N1(CCCC1)C1=NNC2=C1C=NC(=C2)CC(=O)N